Cl.COC(=O)C=1C=C(C2=C(N(C=N2)C/C(=C/CN)/F)C1)C1=CC(=CC=C1)S(N(CC)CC)(=O)=O (Z)-1-(4-amino-2-fluoro-but-2-en-1-yl)-4-(3-(N,N-diethylsulfamoyl)phenyl)-1H-benzo[d]imidazole-6-carboxylic acid methyl ester hydrochloride